NC1=CC=CC(=N1)S(=O)(=O)NC(=O)C=1C(=NC(=CC1)C1=CCCN(C1)S(=O)(=O)CC(C)C)N1C(C[C@@H](C1)C)(C)C N-[(6-Amino-2-pyridyl)sulfonyl]-6-(1-isobutylsulfonyl-3,6-dihydro-2H-pyridin-5-yl)-2-[(4S)-2,2,4-trimethylpyrrolidin-1-yl]pyridin-3-carboxamid